5-Cyclopropyl-3-[[1-(2,2-difluoroethyl)-5-methyl-pyrazol-4-yl]amino]-6-(3-methylimidazo[4,5-c]pyridin-7-yl)pyrazin-2-carboxamid C1(CC1)C=1N=C(C(=NC1C=1C2=C(C=NC1)N(C=N2)C)C(=O)N)NC=2C=NN(C2C)CC(F)F